6-(azepan-1-yl)-1-methyl-N-(4-piperidinyl)pyrazolo[3,4-b]pyridine-3-carboxamide N1(CCCCCC1)C1=CC=C2C(=N1)N(N=C2C(=O)NC2CCNCC2)C